C1(CC1)CC1=NN=C(O1)C=1C(=C2C(=NC=NN2C1)NC=1C(=CC(=C(C(=O)NOC)C1)F)F)C(C)C 5-[6-(5-Cyclopropylmethyl-[1,3,4]oxadiazol-2-yl)-5-isopropyl-pyrrolo[2,1-f][1,2,4]triazin-4-ylamino]-2,4-difluoro-N-methoxy-benzamide